5-fluoro-2-(2H-1,2,3,4-tetrazol-5-yl)pyridine FC=1C=CC(=NC1)C=1N=NNN1